N1=C(C=NC=C1)C=1C(=NC=CC1)N1CCN(CC1)C1CC2(CNC2)CC1 6-[4-(3-pyrazin-2-yl-2-pyridyl)piperazin-1-yl]-2-azaspiro[3.4]octane